6-(2-Amino-6-chloro-5-(4-(4-isopropylpiperazin-1-yl)phenyl)pyridin-3-yl)-7-fluoro-3,4-dihydroisoquinolin-1(2H)-one NC1=NC(=C(C=C1C=1C=C2CCNC(C2=CC1F)=O)C1=CC=C(C=C1)N1CCN(CC1)C(C)C)Cl